5-fluoro-6-methoxypyridin-3-amine FC=1C=C(C=NC1OC)N